pyrimidin-2-yl-piperidine-1-carboxylate N1=C(N=CC=C1)OC(=O)N1CCCCC1